4,5-dihexyl-1,3-bis(trimethylphenyl)-4,5-dihydro-1H-imidazolium tetrafluoroborate F[B-](F)(F)F.C(CCCCC)C1[N+](=CN(C1CCCCCC)C1=C(C(=C(C=C1)C)C)C)C1=C(C(=C(C=C1)C)C)C